4-methyl-3-[2-(5-phenylpyridin-3-yl)ethyl]benzamide benzyl-(2S,4S)-4-[(6-bromo-2-pyridyl)amino]-2-carbamoyl-pyrrolidine-1-carboxylate C(C1=CC=CC=C1)OC(=O)N1[C@@H](C[C@@H](C1)NC1=NC(=CC=C1)Br)C(N)=O.CC1=C(C=C(C(=O)N)C=C1)CCC=1C=NC=C(C1)C1=CC=CC=C1